[Cl-].[Cl-].[Cl-].[Cl-].[Hf+4] Hafnium TetraChloride